2,6-dimethyl-5,6-dihydrobenzo[h][1,6]naphthyridin-5,5-d2-7-amine CC1=NC=2C=3C(N(C(C2C=C1)([2H])[2H])C)=C(C=CC3)N